ClC1=C(C=C(C=C1)N1N=CC(=C1)[C@@H](C(=O)NC1=CC(=NN1)C1CC1)C)C (S)-2-(1-(4-chloro-3-methylphenyl)-1H-pyrazol-4-yl)-N-(3-cyclopropyl-1H-pyrazol-5-yl)propanamide